ClC1=C2C(=NN(C2=CC=C1)S(=O)(=O)C1=CC=C(C=C1)C)N1C2C(CC1CC2)(F)F 4-chloro-3-(2,2-difluoro-7-azabicyclo[2.2.1]heptan-7-yl)-1-(p-tolylsulfonyl)indazole